FC1(CCN(CC1)CC1=CC=C(C=C1)[C@H](C)NC=1N=CC2=C(N1)N(C(C=C2)=O)CC(CCC)(C)CO)F 2-{[(1S)-1-{4-[(4,4-Difluoropiperidin-1-yl)methyl]phenyl}ethyl]amino}-8-[2-(hydroxymethyl)-2-methyl-pentyl]pyrido[2,3-d]pyrimidin-7(8H)-on